BrC1=C(C(=CC(=C1)Br)Br)Br 1,2,3,5-tetrabromobenzene